C(C)(C)(C)OC(N(C)CCNC(=O)C1=C(N(C(=C1)C1=C2C(=NC=C1)NC=C2)COCC[Si](C)(C)C)C2=C(C=C(C=C2)C)F)=O tert-butyl-[2-({[2-(2-fluoro-4-methylphenyl)-5-(1H-pyrrolo[2,3-b]pyridin-4-yl)-1-{[2-(trimethylsilyl)ethoxy] methyl}-1H-pyrrol-3-yl]carbonyl}amino)ethyl]methylcarbamate